5-bromo-6-(methoxymethoxy)-2,7-dimethyl-2H-indazole BrC1=CC2=CN(N=C2C(=C1OCOC)C)C